4-((5-(4-chlorophenyl)-1H-pyrazol-3-yl)amino)-3-isopropoxyphenol ClC1=CC=C(C=C1)C1=CC(=NN1)NC1=C(C=C(C=C1)O)OC(C)C